exo-methylbicyclo[2.2.1]heptan-2-one CC12C(CC(CC1)C2)=O